6-Bromo-3-methoxymethyl-3-methyl-2,3-dihydro-1H-indole Hydrochloride Salt Cl.BrC1=CC=C2C(CNC2=C1)(C)COC